5-ethyl-N-(4-(ethylsulfonyl)benzyl)-5H-pyrido[3,2-b]indole-8-carboxamide C(C)N1C2=C(C=3C=C(C=CC13)C(=O)NCC1=CC=C(C=C1)S(=O)(=O)CC)N=CC=C2